NC1=C(C=CC(=C1)N)OCCO 2,4-diamino-1-(O-hydroxyethyloxy)benzene